C(C)(C)(C)OC(=O)N1CC(CC1)(O)C1=CC(=C2C=NN(C2=C1)C)Cl 3-(4-Chloro-1-methyl-1H-indazol-6-yl)-3-hydroxypyrrolidine-1-carboxylic acid tert-butyl ester